5,5,6-trimethylhept-2-en-4-one CC(C(C=CC)=O)(C(C)C)C